methyl 2-methoxy-3-((3,4,5-trimethoxybenzoyl)oxy)-1,2,3,4,4a,5,7,8,13,13b,14,14a-dodecahydroindolo[2',3':3,4]pyrido[1,2-b]isoquinoline-1-carboxylate COC1C(C2CC3N(CC2CC1OC(C1=CC(=C(C(=C1)OC)OC)OC)=O)CCC1=C3NC3=CC=CC=C31)C(=O)OC